C(C)(C)(C)C=1C=CC=2N(C3=CC=C(C=C3C2C1)C(C)(C)C)C1=C(C#N)C=C(C=C1C#N)N1C2=CC=C(C=C2C=2C=C(C=CC12)C(C)(C)C)C(C)(C)C 2,5-bis(3,6-di-tert-butyl-9H-carbazol-9-yl)isophthalonitrile